N1=C(C=CC=C1)[C@H](C)NC(=O)[C@@H]1CN(CC[C@H]1NC(=O)C1=NOC(=C1)C1=C(C=C(C=C1)F)F)CC1CC1 (3R,4R)-1-cyclopropylmethyl-4-{[5-(2,4-difluoro-phenyl)-isoxazole-3-carbonyl]-amino}-piperidine-3-carboxylic acid ((1S)-1-pyridin-2-yl-ethyl)-amide